BrC=1[NH+](C2=CC=CC=C2C1)[O-] bromoindole oxide